(1R,3S,5R)-2-(2-(3-acetyl-5-(2-methylpyrimidin-5-yl)-1H-indazol-1-yl)acetyl)-5-methyl-N-((R)-4-methylpentan-2-yl)-2-azabicyclo[3.1.0]hexane-3-carboxamide C(C)(=O)C1=NN(C2=CC=C(C=C12)C=1C=NC(=NC1)C)CC(=O)N1[C@@H]2C[C@@]2(C[C@H]1C(=O)N[C@H](C)CC(C)C)C